CN1C=CC(C2=CC(=CC=C12)C(=O)O)=O methyl-4-oxo-1,4-dihydroquinoline-6-carboxylic acid